glucosyl-thiogold C1([C@H](O)[C@@H](O)[C@H](O)[C@H](O1)CO)S[Au]